N-[(2-phenyl)benzo[b]pyrrol-3-ylmethyl]-N-[2-(2-pyridinyl)ethyl]-N'-(2-pyridylmethyl)-1,4-xylylenediamine C1(=CC=CC=C1)C1=C(C2=C(N1)C=CC=C2)CN(CC2=CC=C(C=C2)CNCC2=NC=CC=C2)CCC2=NC=CC=C2